COC1=CC=C(C=C1)C1=NC(=NC(=N1)C1=CC=C(C=C1)OC)NC1=CC=C(C=C1)/C=C/C(=O)NCCCO (E)-3-(4-((4,6-bis(4-methoxyphenyl)-1,3,5-triazin-2-yl)amino)phenyl)-N-(3-hydroxypropyl)acrylamide